OC(O)(O)N=C=O tris-hydroxyl-methylisocyanate